1,1,1-tris(hydroxymethyl)-ethane OCC(C)(CO)CO